C(=O)C1CN(CCS1(=O)=O)C(=O)OC(C)(C)C tert-butyl 2-formylthiomorpholine-4-carboxylate 1,1-dioxide